undec-5-yn-2-ol CC(CCC#CCCCCC)O